1-[5-(2,2-dimethylpropylsulfanyl)indolin-1-yl]ethanone CC(CSC=1C=C2CCN(C2=CC1)C(C)=O)(C)C